C(C=C)N[C@@H](C[SeH])C(=O)O allyl-L-selenocysteine